4-((5-carbamoylimidazo[4,5-b]pyridin-3-yl)methyl)phenylboronic acid C(N)(=O)C1=CC=C2C(=N1)N(C=N2)CC2=CC=C(C=C2)B(O)O